C(=O)=C1NC2=CC=C(C=3C2=C1C=CC3)N3N=CC(=C3C(F)(F)F)C(=O)NC=3C=NC(=C(C3)C(F)(F)F)C3OCCC3 1-(2-Carbonyl-1,2-dihydrobenzo[cd]indol-6-yl)-N-(6-(tetrahydrofuran-2-yl)-5-(trifluoromethyl)pyridine-3-yl)-5-(trifluoromethyl)-1H-pyrazole-4-carboxamide